(3-fluoro-5-(1-(pyridin-4-yl)-1H-pyrazol-4-yl)phenyl)methylamine FC=1C=C(C=C(C1)C=1C=NN(C1)C1=CC=NC=C1)CN